4-Bromo-1H-indazol-3-amine BrC1=C2C(=NNC2=CC=C1)N